N-(3-(4-methylpiperazin-1-yl)phenyl)-3-(4-(4-methylpiperazin-1-yl)quinazolin-6-yl)-1H-pyrrolo[2,3-b]pyridin-6-amine CN1CCN(CC1)C=1C=C(C=CC1)NC1=CC=C2C(=N1)NC=C2C=2C=C1C(=NC=NC1=CC2)N2CCN(CC2)C